7-bromoquinoline-3-carbonitrile BrC1=CC=C2C=C(C=NC2=C1)C#N